NC([C@H](N)C(=O)O)C1=CC=C(C=C1)O β-aminotyrosine